N-acetyl-L-alaninamide C[C@@H](C(=O)NC(=O)C)N